tert-butyl-N-[(1-{[4-(pentafluorosulfanyl)phenyl]carbamoyl}pyrrolidin-3-yl)methyl]carbamate C(C)(C)(C)OC(NCC1CN(CC1)C(NC1=CC=C(C=C1)S(F)(F)(F)(F)F)=O)=O